tert-butyl (R)-2-((5-(3-(3,4-dimethoxyphenyl)-1-hydroxypropyl)pyridin-3-yl)oxy)acetate COC=1C=C(C=CC1OC)CC[C@@H](O)C=1C=C(C=NC1)OCC(=O)OC(C)(C)C